FC1=CC=C(C=C1)C=1N=C2N(C=CC=C2)C1CN1CCN(CC1)C(=O)C1CCCC1 (4-{[2-(4-fluorophenyl)imidazo[1,2-a]pyridine-3-yl]methyl}piperazin-1-yl)(cyclopentyl)methanone